(2R)-2-[6-(2,5-dichloropyrimidin-4-yl)-1-oxo-2,3-dihydro-1H-isoindol-2-yl]-3-hydroxy-N-[(1R)-1-[3-(trifluoromethyl)phenyl]ethyl]propionamide ClC1=NC=C(C(=N1)C1=CC=C2CN(C(C2=C1)=O)[C@@H](C(=O)N[C@H](C)C1=CC(=CC=C1)C(F)(F)F)CO)Cl